N1(CCCCCC1)C(=O)C1=CC2=C(C=N1)C(=NN2C2OCCCC2)Br azepan-1-yl-(3-bromo-1-tetrahydropyran-2-yl-pyrazolo[4,3-c]pyridin-6-yl)methanone